(3-bromo-6-(2-chloro-5-fluorophenyl)-6-hydroxy-7-(4-methoxybenzyl)-8-oxo-1,6,7,8-tetrahydropyrrolo[3,4-g]indazol-5-yl)-3-fluoro-5-(trifluoromethyl)benzamide BrC1=NNC2=C3C(=C(C=C12)C1=C(C(=O)N)C=C(C=C1F)C(F)(F)F)C(N(C3=O)CC3=CC=C(C=C3)OC)(O)C3=C(C=CC(=C3)F)Cl